COCCOC1=NC=CC(=C1)NC1=C(C(=NN1)C1=CC=C(C=C1)N(S(=O)(=O)CC)C)C(=O)N 5-((2-(2-methoxyethoxy)pyridin-4-yl)amino)-3-(4-(N-methylethylsulfonamido)phenyl)-1H-pyrazole-4-carboxamide